trimercaptopropaneN SC(C=C)(S)S